CC(C(CC(C)O)O)O 2,3,5-hexanetriol